C1(=CC=CC=C1)N1OCC(C1C1=CC=C(C=C1)OC)C(=O)OC(C)C 2-phenyl-3-4-methoxyphenyl-4-isopropyloxycarbonyl-isoxazoline